CC1=C(C=CC=C1)[C@H]1[C@@H](OC2(O1)CCCC2)CO ((2S,3S)-3-(2-methylphenyl)-1,4-dioxaspiro[4.4]non-2-yl)methanol